N=1N(C=C2C=CC=CC12)CC1=NN2C(C(=NC(=C2C2=NC=NC=C2)C=2C=C(C#N)C=CC2)N)=N1 3-(2-((2H-indazol-2-yl)methyl)-8-amino-5-(pyrimidin-4-yl)-[1,2,4]triazolo[1,5-a]pyrazin-6-yl)benzonitrile